C(O)(O)=O.C(=O)(C(=C)C)OCC=C methacryl oxymethyl ethylene carbonate